3-[1-(trifluoromethyl)cyclopropyl]-3-[6-(trifluoromethyl)pyridin-3-yl]propanoic acid FC(C1(CC1)C(CC(=O)O)C=1C=NC(=CC1)C(F)(F)F)(F)F